(8S,11S,15R)-22-fluoro-15-methoxy-13,18-dimethyl-7,10,13,17,19,26-hexazapentacyclo[15.6.1.12,6.18,11.020,24]hexacosa-1(23),2(26),3,5,18,20(24),21-heptaen-12-one FC1=CC=2N=C(N3C[C@H](CN(C([C@H]4NC[C@@H](NC5=CC=CC(C(=C1)C23)=N5)C4)=O)C)OC)C